ClC1=NC=CC(=N1)ON1CC2C(C1)OC(O2)C(=O)O 5-((2-chloropyrimidin-4-yl)oxy)hexahydro-dioxolo[c]Pyrrole-2(1H)-carboxylic acid